ClC1=CC=C(CNC(=O)NC2=CC=C(C=C2)CN2S(CCC2)(=O)=O)C=C1 1-(4-chlorobenzyl)-3-(4-((1,1-dioxidoisothiazolidin-2-yl)methyl)phenyl)urea